C(C1=CC=CC=C1)OC=1C(=NN(C1)CCC1=CC=CC=C1)C 4-benzyloxy-3-methyl-1-(2-phenylethyl)pyrazole